Folic acid-d4 [2H]C1=C(C(=C(C(=C1C(=O)N[C@@H](CCC(=O)O)C(=O)O)[2H])[2H])NCC2=CN=C3C(=N2)C(=O)NC(=N3)N)[2H]